C1([C@H](O)[C@@H](O)[C@H](O)[C@H](O1)CO)F D-Glucosyl fluoride